C1CNC(=O)N1 IMIDAZOLIDINONE